C(C1=CC=CC=C1)(C1=CC=CC=C1)N1CC(C1)N1CC2=CC=C(C=C2CC1)Br 2-(1-Benzhydrylazetidin-3-yl)-6-bromo-1,2,3,4-tetrahydroisoquinoline